ClC=1C=C(C=C(C1)F)C=1N=NNC1 4-(3-chloro-5-fluorophenyl)-1H-1,2,3-triazol